3-[6-(5-Azaspiro[3.5]nonan-8-ylamino)-1-methyl-indazol-3-yl]piperidine-2,6-dione C1CCC12NCCC(C2)NC2=CC=C1C(=NN(C1=C2)C)C2C(NC(CC2)=O)=O